FC=1C(=C(NC2=C(NC3=C2C(NCC3)=O)C3=C(C=NC=C3)OCC(C)(N3CCOCC3)C)C=CC1)OC 3-(3-fluoro-2-methoxyanilino)-2-{3-[2-methyl-2-(morpholin-4-yl)propoxy]pyridin-4-yl}-1,5,6,7-tetrahydro-4H-pyrrolo[3,2-c]pyridin-4-one